isopropyl α-dimethylmethoxysilylpropionate C[Si](C(C(=O)OC(C)C)C)(OC)C